FC(OC1=C(C=C(C(=O)N)C=C1)C1=NC=CC=C1)F 4-(difluoromethoxy)-3-(pyridin-2-yl)benzamide